C(C)(C)(C)OC(=O)N[C@@H](CC1=CC=CC=C1)C(=O)OC(C)C Isopropyl (tert-butoxycarbonyl)-L-phenylalaninate